triethylene glycol caproate C(CCCCC)(=O)OCCOCCOCCO